C(C1=CC=CC=C1)OCCOCC(C)O 1-(2-(benzyloxy)ethoxy)propan-2-ol